FC1=C(C=2C=NC(=NC2C=C1C1=C(C2=C(OCCN2)N=C1)C)NC1=C(C=C2C(CN(CC2=C1)C)(C)C)OC)N 6-fluoro-N~2~-(6-methoxy-2,4,4-trimethyl-1,2,3,4-tetrahydroisoquinolin-7-yl)-7-(8-methyl-2,3-dihydro-1H-pyrido[2,3-b][1,4]oxazin-7-yl)quinazoline-2,5-diamine